OC1=C(C(=O)O)C=C(C=C1)C(F)(F)F 2-Hydroxy-5-(trifluoromethyl)benzoic acid